FC1=C(C=CC(=C1)F)/C(=N/O)/C1CCNCC1 (E)-(2,4-difluorophenyl)(piperidin-4-yl)methanone oxime